4,5-Dibromo-3-fluorothiophene-2-carboxylic acid methyl ester COC(=O)C=1SC(=C(C1F)Br)Br